CC1CC(CC(C1)C)[Si](OC)(OC)C1CCCC1 3,5-dimethylcyclohexylcyclopentyldimethoxysilane